(E)-4-(2-(1-ethyl-3-(trifluoromethyl)-1H-pyrazol-4-yl)-3-fluorophenyl)-3-methyl-6-(4-(methylamino)but-2-enoyl)-4,5,6,7-tetrahydrothieno[2,3-c]pyridine-2-carbonitrile C(C)N1N=C(C(=C1)C1=C(C=CC=C1F)C1C2=C(CN(C1)C(\C=C\CNC)=O)SC(=C2C)C#N)C(F)(F)F